2'-cyano-6'-methyl-[1,1'-biphenyl]-4-sulfonamide C(#N)C1=C(C(=CC=C1)C)C1=CC=C(C=C1)S(=O)(=O)N